COC1=CC=C(C=N1)C1=NOC(=C1)NC1=NC(=NC=C1)N1CCOCC1 3-(6-methoxypyridin-3-yl)-N-(2-morpholinopyrimidin-4-yl)isoxazol-5-amine